NC1=C(N=CC(=N1)C1=C(C=C2C(N(C=NC2=C1)CC[C@@H]1[C@H](CCC1)NC=1C=NNC(C1C(F)(F)F)=O)=O)F)C(F)(F)F 7-(6-amino-5-(trifluoromethyl)pyrazin-2-yl)-6-fluoro-3-(2-((1R,2S)-2-((6-oxo-5-(trifluoromethyl)-1,6-dihydropyridazin-4-yl)amino)cyclopentyl)ethyl)quinazolin-4(3H)-one